(2R*)-1-{3-[(1R)-1-{[6-(dimethylphosphoryl)-2-methylpyrido[3,4-d]pyrimidin-4-yl]amino}ethyl]-2-fluorophenyl}-1,1-difluoro-3,3-dimethylbutan-2-ol CP(=O)(C)C1=CC2=C(N=C(N=C2N[C@H](C)C=2C(=C(C=CC2)C([C@@H](C(C)(C)C)O)(F)F)F)C)C=N1 |o1:22|